CN(CCN(CC1=C(C=CC=C1)O)CC1=C(C=CC=C1)O)C 2,2'-[[[2-(Dimethylamino)ethyl]imino]bis(methylene)]bis[phenol]